P1(OCO1)=O 4'-O-methylene phosphonate